[Fe].[Ir]=O iridium oxide iron